N-[(1S)-2-[[1-[1-(5-fluoro-2-methoxy-3-pyridyl)-2-methoxy-ethyl]pyrazol-4-yl]amino]-1-(4-methylcyclohexyl)-2-oxo-ethyl]-2-isopropyl-pyrazole FC=1C=C(C(=NC1)OC)C(COC)N1N=CC(=C1)NC([C@H](C1CCC(CC1)C)N1N(CC=C1)C(C)C)=O